6,7,7a,8,9,10,11,11a-octahydro-3H-8,11-methanopyrazolo[4,3-a]phenanthridine C1=NNC=2C1=C1C3C4CCC(C3CNC1=CC2)C4